4-Methyl-N1-(4-(1-methyl-1H-indol-3-yl)pyrimidin-2-yl)benzene-1,3-diamine CC1=C(C=C(C=C1)NC1=NC=CC(=N1)C1=CN(C2=CC=CC=C12)C)N